3-((3-((6-amino-8-bromo-2-fluoro-9H-purin-9-yl)methyl)benzyl)thio)propan-1-ol NC1=C2N=C(N(C2=NC(=N1)F)CC=1C=C(CSCCCO)C=CC1)Br